FC(C(=O)O)(F)F.NC1=C(C=CC(=C1)C=1CCN(CC1)C(N)=N)NC(C1=CC(=C(C=C1)C=1CCN(CC1)C(N)=N)Cl)=O N-[2-amino-4-(1-carbamimidoyl-1,2,3,6-tetrahydro-pyridin-4-yl)-phenyl]-4-(1-carbamimidoyl-1,2,3,6-tetrahydro-pyridin-4-yl)-3-chloro-benzamide trifluoroacetate